CC1(N(CCOC1)C(=O)C=1C2=C(N(N1)C1=CSC=C1)C=1C=C(C(=CC1OC2)OC)C=2C=NN(C2)CC2OCCO2)C (3,3-Dimethyl-morpholin-4-yl)-[8-(1-[1,3]dioxolan-2-ylmethyl-1H-pyrazol-4-yl)-7-methoxy-1-thiophen-3-yl-1,4-dihydro-chromeno[4,3-c]pyrazol-3-yl]-methanone